Ethyl (Z)-2-fluoro-3-(thiazol-2-yl)acrylate F\C(\C(=O)OCC)=C/C=1SC=CN1